1-ethyl-4-[(4-methoxyphenyl)ethynyl]benzene C(C)C1=CC=C(C=C1)C#CC1=CC=C(C=C1)OC